C(C)(C)(C)N1N=C(C(=C1NC1=NC=CN=C1)C(=O)N)C1=CC(=C(C=C1)NS(=O)(=O)CC)OCC1=NC=C(C=C1)Cl 1-tert-butyl-3-{3-[(5-chloropyridin-2-yl)methoxy]-4-ethanesulfonamidophenyl}-5-[(pyrazin-2-yl)amino]-1H-pyrazole-4-carboxamide